C(=O)=C([C@H](CC1=CC(=C(C=C1)F)F)NC(=O)C=1NC2=CC=CC=C2C1)N[C@H](C=C=O)C[C@H]1C(NCC1)=C=O N-{(S)-1-carbonyl-1-{{(S)-1-carbonyl-3-[(S)-2-carbonylpyrrolidin-3-yl]propan-2-yl}amino}-3-(3,4-difluorophenyl)propan-2-yl}-1H-indole-2-carboxamide